C1(CC1)C1=CC(=NN1)NC1=NC(=NC=C1)N1C[C@H]([C@H](C1)F)CNC(OC(C)(C)C)=O tert-Butyl N-[[(3R,4R)-1-[4-[(5-Cyclopropyl-1H-pyrazol-3-yl)amino]pyrimidin-2-yl]-4-fluoro-pyrrolidin-3-yl]methyl]carbamate